C[C@H](C(=O)[O-])CC(C)([N+](=O)[O-])C (2S)-2,4-dimethyl-4-nitro-valerate